FC(C=1C=C(C=CC1)C=1C=C(C(=NC1)N)N)(F)F 5-(3-(trifluoromethyl)phenyl)pyridine-2,3-diamine